ClC1=C(C=CC(=C1)C(F)(F)F)NC(CN1C=2N(C(C(=C1CC)N1CCNCC1)=O)N=C(N2)C2=CC1=C(COC1)C=C2)=O N-[2-chloro-4-(trifluoromethyl)phenyl]-2-[2-(1,3-dihydro-2-benzofuran-5-yl)-5-ethyl-7-oxo-6-(piperazin-1-yl)-[1,2,4]triazolo[1,5-a]pyrimidin-4-yl]acetamide